C1(=CC=CC=C1)NS(=O)=O N-phenylsulfonamide